ClC1=C(C=NC(=C1)C(NC1(COC1)C#N)=O)COC1=CC=CC(=N1)C1=CC(=C(CC2=NC3=C(N2C[C@H]2OCC2)C=C(C=C3)C(=O)O)C=C1F)F (S)-2-(4-(6-((4-chloro-6-((3-cyanooxetan-3-yl)carbamoyl)pyridin-3-yl)methoxy)pyridin-2-yl)-2,5-difluorobenzyl)-1-(oxetan-2-ylmethyl)-1H-benzo[d]imidazole-6-carboxylic acid